5-chloro-N-((1r,4r)-4-((1-(2,3-dihydro-1H-inden-4-yl)-2-oxo-1H-imidazo[4,5-c]pyridin-3(2H)-yl)methyl)cyclohexyl)-2-methylnicotinamide ClC=1C=NC(=C(C(=O)NC2CCC(CC2)CN2C(N(C3=C2C=NC=C3)C3=C2CCCC2=CC=C3)=O)C1)C